7-diethylamino-3-cyanocoumarin-benzoic acid C(C)N(C1=CC=C2CC(C(OC2=C1)=O)(C1=CC=CC=C1C(=O)O)C#N)CC